C(#N)C=1C=NN2C1C(=CC(=C2)OCC(C)(C)O)C=2C=CC(=NC2)N2C[C@@H]1C([C@@H]1C2)NC([C@@H](C2=CC=CC=C2)O)=O (R)-N-((1R,5S,6s)-3-(5-(3-cyano-6-(2-hydroxy-2-methylpropyloxy)pyrazolo[1,5-a]pyridin-4-yl)pyridin-2-yl)-3-azabicyclo[3.1.0]hexan-6-yl)-2-hydroxy-2-phenylacetamide